N-((6-methoxy-2,2-dimethyl-2,3-dihydrobenzofuran-7-yl)sulfonyl)-5-(3-methyl-1H-pyrazol-1-yl)quinoline-2-carboxamide COC1=C(C2=C(CC(O2)(C)C)C=C1)S(=O)(=O)NC(=O)C1=NC2=CC=CC(=C2C=C1)N1N=C(C=C1)C